methyl 1-(6-chloropyridazin-4-yl)-4-(3,4-dichlorophenyl)piperidine-4-carboxylate ClC1=CC(=CN=N1)N1CCC(CC1)(C(=O)OC)C1=CC(=C(C=C1)Cl)Cl